C(C1=CC=CC=C1)OCC1CC(C12CCC2)=O 3-((benzyloxy)methyl)spiro[3.3]heptane-1-one